COC=1C=CC(=C(OCC(CN2CCN(CC2)C)O)C1)CNCC1CCOCC1 1-(5-methoxy-2-{[(tetrahydro-2H-pyran-4-ylmethyl)amino]methyl}phenoxy)-3-(4-methyl-1-piperazinyl)-2-propanol